(R)-1-ETHOXY-N,N-BIS(4-METHOXYBENZYL)HEX-5-ENE-2-SULFONAMIDE C(C)OC[C@@H](CCC=C)S(=O)(=O)N(CC1=CC=C(C=C1)OC)CC1=CC=C(C=C1)OC